NC1=NC2=CC=C(C=C2C=C1C)C(=O)N(CC1=NC=C(C=C1)C(F)(F)F)[C@@H](C)[C@H]1COCC1 2-amino-3-methyl-N-((1S)-1-((3S)-tetrahydro-3-furanyl)ethyl)-N-((5-(trifluoromethyl)-2-pyridinyl)methyl)-6-quinolinecarboxamide